C(C1=CC=CC=C1)OCCC(CCCC=CCCCCCC)O 1-(benzyloxy)tetradec-7-en-3-ol